N(N)C1=NC=NC=2CCCC(C12)=O 4-hydrazino-7,8-dihydroquinazolin-5(6H)-one